Tetrabromobisphenol A bistert-butyl-7-bromo-8-chloro-1H,2H,3H-pyrido[2,3-b][1,4]oxazine-1-carboxylate C(C)(C)(C)C1(N(C2=C(OC1)N=CC(=C2Cl)Br)C(=O)O)C(C)(C)C.BrC2=C(C(=C(C(=C2O)Br)Br)C(C)(C)C2=CC=C(C=C2)O)Br